C(#N)C=1C=C(C=NC1)C=1C=C2C(=C(C=NC2=CC1)C#N)NC(C)C1=CC=CC=C1 6-(5-cyano-3-pyridyl)-4-(1-phenyl-ethylamino)quinoline-3-carbonitrile